(2S,3S,4S)-2-amino-4-(3-fluorophenyl)-3-methylbutanoic acid N[C@H](C(=O)O)[C@H](CC1=CC(=CC=C1)F)C